(2S,4R)-(9H-fluoren-9-yl)methyl 4-((tert-butoxycarbonyl)amino)-2-(((R)-1-((3,4-dichlorobenzyl)amino)-4-methyl-1-oxopentan-2-yl)(3-oxo-5-phenylpentyl)carbamoyl)pyrrolidine-1-carboxylate C(C)(C)(C)OC(=O)N[C@@H]1C[C@H](N(C1)C(=O)OCC1C2=CC=CC=C2C=2C=CC=CC12)C(N(CCC(CCC1=CC=CC=C1)=O)[C@@H](C(=O)NCC1=CC(=C(C=C1)Cl)Cl)CC(C)C)=O